[Cl-].OCC[N+](CCCCCCCCCCCC)(C)CCO Di(hydroxyethyl)methyl-dodecyl-ammonium chloride